F[C@H]1[C@H](N(CC1)C(=O)OC(C)(C)C)C=O Tert-butyl (2R,3R)-3-fluoro-2-formylpyrrolidine-1-carboxylate